C1(CCC(N1C(C(=O)[O-])(C)SSC(C(=O)[O-])(C)N1C(CCC1=O)=O)=O)=O dithio-bis(succinimidyl propionate)